(S)-methyl 3-(4-hydroxyphenyl)-4-hexynoate OC1=CC=C(C=C1)[C@H](CC(=O)OC)C#CC